methyl-[[1-[4-(trifluoromethoxy)phenyl]indazol-3-yl]methyl]amine CNCC1=NN(C2=CC=CC=C12)C1=CC=C(C=C1)OC(F)(F)F